COC(=O)C1=NN(C(=C1)C1=C(C=CC=C1OC)OC)C1=C(C=C(C=C1)Br)C(C)C 1-(4-bromo-2-isopropylphenyl)-5-(2,6-dimethoxyphenyl)-1H-pyrazole-3-carboxylic acid methyl ester